C(C)(C)(C)C1=NN(C(=C1)NC(=O)C1=CSC=2CN(CCC21)C(=O)C2=CN=C1N2C=CC=C1)CCO N-(3-(tert-butyl)-1-(2-hydroxyethyl)-1H-pyrazol-5-yl)-6-(imidazo[1,2-a]pyridine-3-carbonyl)-4,5,6,7-tetrahydrothieno[2,3-c]pyridine-3-carboxamide